N-ethyl-2-(5-fluoro-1-((2-(trimethylsilyl)ethoxy)methyl)-1H-indazol-3-yl)-N-methylethan-1-amine C(C)N(CCC1=NN(C2=CC=C(C=C12)F)COCC[Si](C)(C)C)C